C1(=CC=CC2=CC=CC=C12)C=1C=C2C=CC(=C(C2=CC1)C1=C(C=CC2=CC(=CC=C12)C1=CC=CC2=CC=CC=C12)OC1=C(C=C(C=C1)CO)C1=CC=CC=2SC3=CC=CC=C3SC12)OC1=C(C=C(C=C1)CO)C1=CC=CC=2SC3=CC=CC=C3SC12 [(6,6'-bis(naphthalen-1-yl)[1,1'-binaphthalene]-2,2'-diyl)bis{oxy[3-(thianthren-1-yl)-4,1-phenylene]}]dimethanol